C(C)(=O)O[C@@H]1[C@H](O[C@H]([C@@H]([C@H]1OC(C)=O)OC(C)=O)OCCN(CC=1C(NC2=C(C=C(C=C2C1)C)C)=O)C(CC1=C(C=CC=C1)Cl)=O)C(=O)OC Methyl (2S,3S,4S,5R,6R)-3,4,5-triacetoxy-6-[2-[[2-(2-chlorophenyl)acetyl]-[(6,8-dimethyl-2-oxo-1H-quinolin-3-yl)methyl]amino]ethoxy]tetrahydropyran-2-carboxylate